BrC1=NN(C(=C1)C(=O)N(C)C1=C(C=C(C=C1C(=S)N(C)C)Cl)C)C1=NC=CC=C1Cl 3-bromo-1-(3-chloropyridin-2-yl)-N-(2-methyl-4-chloro-6-(dimethylaminothioformyl)phenyl)-N-methyl-1H-pyrazole-5-carboxamide